Dodecanoic Acid 1-[N-ethyl-(3-phenyl-bicyclo[2.2.1]hept-2-yl)-carbamoyloxy]-ethyl ester C(C)N(C(=O)OC(C)OC(CCCCCCCCCCC)=O)C1C2CCC(C1C1=CC=CC=C1)C2